(trifluoromethyl)-pyridine-3-carbonyl chloride FC(F)(F)C1=NC=CC=C1C(=O)Cl